C1\C=C/CCCCC(=O)OC1=O cis-2-heptene-1,7-dicarboxylic acid anhydride